C1(=CC=CC=C1)C1=NC(=NC(=C1)C1=CC=CC=C1)C=1C=C(C=C(C1)N1C2=CC=C(C=C2C=2C=C(C=CC12)C1=CC=C(C=C1)C)C1=CC=C(C=C1)C)N1C2=CC=C(C=C2C=2C=C(C=CC12)C1=CC=C(C=C1)C)C1=CC=C(C=C1)C 9,9'-(5-(4,6-diphenylpyrimidin-2-yl)-1,3-phenylene)bis(3,6-di-p-tolyl-9H-carbazole)